C(C)(C)(C)OC(=O)N1CCN(CCC1)C1=CC=C(C=C1)C=1C=C2C(N(CC2=C(C1)F)C(C(NC=1SC=CN1)=O)C1=C2N(C=N1)CCC2)=O 4-[4-[2-[1-(6,7-dihydro-5H-pyrrolo[1,2-c]imidazol-1-yl)-2-oxo-2-(thiazol-2-ylamino)ethyl]-7-fluoro-3-oxo-isoindol-5-yl]phenyl]-1,4-diazacycloheptane-1-carboxylic acid tert-butyl ester